1-(5-(3,8-diazabicyclo[3.2.1]octan-3-yl)-1-oxoisoindolin-2-yl)dihydropyrimidine-2,4(1H,3H)-dione C12CN(CC(CC1)N2)C=2C=C1CN(C(C1=CC2)=O)N2C(NC(CC2)=O)=O